ClC=1N=C(C=2N(C1)N=CC2O)OCCOC2OCCCC2 6-Chloro-4-(2-((tetrahydro-2H-pyran-2-yl)oxy)ethoxy)pyrazolo[1,5-a]pyrazin-3-ol